N[C@H]1CN(CCC1)C(CN1N=CC(=C1)C=1C=CC=2N=CN=C(C2N1)N1CCC2=CC(=CC=C12)F)=O (R)-1-(3-aminopiperidin-1-yl)-2-(4-(4-(5-fluoroindolin-1-yl)pyrido[3,2-d]pyrimidin-6-yl)-1H-pyrazol-1-yl)ethan-1-one